benzyl (2S,4S)-2-(2-(2-((tert-butoxycarbonyl)amino)ethoxy)-4-(methoxycarbonyl)phenyl)-4-ethoxypiperidine-1-carboxylate C(C)(C)(C)OC(=O)NCCOC1=C(C=CC(=C1)C(=O)OC)[C@H]1N(CC[C@@H](C1)OCC)C(=O)OCC1=CC=CC=C1